(S)-N-(1-(4-(4-cyanophenyl)pyridin-2-yl)ethyl)pivaloamide C(#N)C1=CC=C(C=C1)C1=CC(=NC=C1)[C@H](C)NC(C(C)(C)C)=O